ethyl 2-(4,4,5,5-tetramethyl-1,3,2-dioxaborolan-2-yl)cyclohex-1-ene-1-carboxylate CC1(OB(OC1(C)C)C1=C(CCCC1)C(=O)OCC)C